(S)-2'-chloro-5'-methoxy-6-methyl-N-(5-((tetrahydrofuran-3-yl)oxy)-1,3,4-thiadiazol-2-yl)-(4,4'-bipyridine)-3-carboxamide ClC1=NC=C(C(=C1)C1=C(C=NC(=C1)C)C(=O)NC=1SC(=NN1)O[C@@H]1COCC1)OC